(R)-2-((2-ethyl-5-(6-(tetrahydrofuran-3-carbonyl)-2,6-diazaspiro[3.3]heptan-2-yl)pyrazolo[1,5-a]pyridin-3-yl)(methyl)amino)-4-(4-fluorophenyl)thiazole-5-carbonitrile C(C)C1=NN2C(C=C(C=C2)N2CC3(C2)CN(C3)C(=O)[C@H]3COCC3)=C1N(C=1SC(=C(N1)C1=CC=C(C=C1)F)C#N)C